C(O)(O)=O.N(CCCN(CC)CC)CCCN(CC)CC 3,3'-iminobis(N,N-diethylpropylamine) carbonate